(R)-1-((2-((1-methoxypropan-2-yl)amino)pyridin-4-yl)methyl)-5,5-dimethyl-3-(1'-(methylsulfonyl)spiro[cyclobutane-1,3'-indolin]-6'-yl)imidazolidine-2,4-dione COC[C@@H](C)NC1=NC=CC(=C1)CN1C(N(C(C1(C)C)=O)C1=CC=C2C3(CN(C2=C1)S(=O)(=O)C)CCC3)=O